1-tert-butyl 2-methyl (2S)-4-(trifluoromethanesulfonyloxy)-2,3-dihydropyrrole-1,2-dicarboxylate FC(S(=O)(=O)OC=1C[C@H](N(C1)C(=O)OC(C)(C)C)C(=O)OC)(F)F